[5-(4-{[2-chloro-6-(trifluoromethyl)phenyl]methoxy}phenyl)-1,3,4-oxadiazol-2-yl]methanol ClC1=C(C(=CC=C1)C(F)(F)F)COC1=CC=C(C=C1)C1=NN=C(O1)CO